1-(3-hydroxy-3-Methylbutyl)-5-(4,4,5,5-tetramethyl-1,3,2-dioxaborolane-2-yl)pyridin-2(1H)-one OC(CCN1C(C=CC(=C1)B1OC(C(O1)(C)C)(C)C)=O)(C)C